C(C)(C)(C)OC(=O)N1CCC(CC1)N1N=C(C=C1NC(=O)NC1=CC=C(C=C1)N1C=NC2=C1C=CC(=C2)OC)C(C)(C)C 4-(3-Tert-butyl-5-{3-[4-(5-methoxy-benzoimidazol-1-yl)-phenyl]-ureido}-pyrazol-1-yl)-piperidine-1-carboxylic acid tert-butyl ester